C1(CCCC1)OC=1C(C(C1OC1CCCC1)=S)=S 3,4-bis(cyclopentyloxy)cyclobut-3-en-1,2-dithione